4-[5-(2,6-Dibenzyloxypyridin-3-yl)pyridin-2-yl]piperazine-1-carboxylic acid tert-butyl ester C(C)(C)(C)OC(=O)N1CCN(CC1)C1=NC=C(C=C1)C=1C(=NC(=CC1)OCC1=CC=CC=C1)OCC1=CC=CC=C1